tert-butyl ((S)-1-(((3S,4S)-4-(3-fluorophenyl)-1-(imidazo[1,5-a]pyridine-8-carbonyl)piperidin-3-yl)amino)-3-methyl-1-oxobutan-2-yl)carbamate FC=1C=C(C=CC1)[C@H]1[C@@H](CN(CC1)C(=O)C=1C=2N(C=CC1)C=NC2)NC([C@H](C(C)C)NC(OC(C)(C)C)=O)=O